IC1=C(OCC(C)=O)C(=CC(=C1)I)I 1-(2,4,6-triiodophenoxy)propan-2-one